NC1=C(N=CC(=N1)N1CCC(CC1)(C)NC(OC(C)(C)C)=O)SC1=C(C(=CC=C1)NC(=O)NS(=O)(=O)C1=CC=CC=C1)Cl tert-butyl (1-(6-amino-5-((2-chloro-3-(3-(phenylsulfonyl)ureido)phenyl)thio)pyrazin-2-yl)-4-methylpiperidin-4-yl)carbamate